1-eicosyl-2-dodecanoyl-glycero-3-phospho-(1'-sn-glycerol) CCCCCCCCCCCCCCCCCCCCOC[C@H](COP(=O)(O)OC[C@H](CO)O)OC(=O)CCCCCCCCCCC